ClC=1C=C(C=CC1F)NC1=NC=NC2=CC(=C(C=C12)O[C@@H]1CC[C@@H](CC1)NC(C)=O)OC 4-[(3-chloro-4-fluoro-phenyl)amino]-6-(cis-4-acetylamino-cyclohex-1-yloxy)-7-methoxy-quinazoline